ClC=1C=C(NC(C(C(=O)O)F)=O)C=C(C1)Cl 3-(3,5-dichloroanilino)-2-fluoro-3-oxo-propionic acid